5-Heptacosyl-2-methylbenzene-1,3-diol C(CCCCCCCCCCCCCCCCCCCCCCCCCC)C=1C=C(C(=C(C1)O)C)O